C[N+]1(CC=CC=C1)CCCCC N-methyl-N-pentyl-pyridinium